Bis((R)-2,5,7,8-Tetramethyl-2-((4R,8R)-4,8,12-trimethyltridecyl)chroman-6-yl) 2-((3-(4-methylpiperazin-1-yl)propanoyl)oxy)malonate CN1CCN(CC1)CCC(=O)OC(C(=O)OC=1C(=C2CC[C@](OC2=C(C1C)C)(CCC[C@@H](CCC[C@@H](CCCC(C)C)C)C)C)C)C(=O)OC=1C(=C2CC[C@](OC2=C(C1C)C)(CCC[C@@H](CCC[C@@H](CCCC(C)C)C)C)C)C